C(C1=CC=CC=C1)NC(=O)C1=NNC(=C1)C1=CC=C(C=C1)F N-benzyl-5-(4-fluorophenyl)-1H-pyrazole-3-carboxamide